C(OC(C)(C)C)(O[C@@H](C)C1=CC(=C(C=C1)NC1=NC2=C(C(=CC=C2C=C1)C)Cl)F)=O tert-butyl (S)-(1-(4-((8-chloro-7-methylquinolin-2-yl) amino)-3-fluoro-phenyl) ethyl) carbonate